N1(N=CN=C1)CC1(OCC(O1)COC1=CC=C(C=C1)N1CCN(CC1)C1=CC=C(C=C1)N1C(N(N=C1)C(C)CC)=O)C1=C(C=C(C=C1)Cl)Cl 4-(4-(4-(4-((2-((1H-1,2,4-triazol-1-yl)methyl)-2-(2,4-dichlorophenyl)-1,3-dioxolan-4-yl)methoxy)phenyl)piperazin-1-yl)phenyl)-2-(sec-butyl)-2,4-dihydro-3H-1,2,4-triazol-3-one